C(=O)C1=CC=C(C=C1)N(C(CC)=O)C(CC)=O N-(4-formylphenyl)-N-propionylpropionamide